6-(2,6-difluoro-4-(2-methyl-2H-indazol-4-yl)benzyl)-N-((3R,4S)-3-hydroxytetrahydro-2H-pyran-4-yl)-5-oxo-5,6-dihydroimidazo[1,2-c]pyrimidine-8-carboxamide FC1=C(CN2C(N3C(C(=C2)C(=O)N[C@@H]2[C@H](COCC2)O)=NC=C3)=O)C(=CC(=C1)C=1C3=CN(N=C3C=CC1)C)F